methyl (S)-2-((4-methoxyphenyl) amino)-3,3-dimethylpent-4-enoate COC1=CC=C(C=C1)N[C@H](C(=O)OC)C(C=C)(C)C